COC=1C=C(C=CC1)C1=CC(=C(O1)C)C(=O)NC1=NC(=NS1)CC(C(F)(F)F)(C)O 5-(3-Methoxyphenyl)-2-methyl-N-(3-(3,3,3-trifluoro-2-hydroxy-2-methylpropyl)-1,2,4-thiadiazol-5-yl)furan-3-carboxamide